4-(2-methyl-5-phenyloxazol-4-yl)-5-phenylisoxazole CC=1OC(=C(N1)C=1C=NOC1C1=CC=CC=C1)C1=CC=CC=C1